N1(CCC1)C1=CC=2C(=C3N(CCN(C3)C(CCOCC3NCC3)=O)C2N=C1)C 2-((3-(3-(azetidin-1-yl)-5-methyl-8,9-dihydropyrido[3',2':4,5]pyrrolo[1,2-a]pyrazin-7(6H)-yl)-3-oxopropoxy)methyl)azetidin